3,7-Dimethylene-1,5-ditosyl-1,5-diazocane C=C1CN(CC(CN(C1)S(=O)(=O)C1=CC=C(C)C=C1)=C)S(=O)(=O)C1=CC=C(C)C=C1